C(C1=CC=CC=C1)OCN1C(N(C=CC1=O)[C@@H]1O[C@@H]([C@H]([C@H]1F)O)COC(C1=CC=CC=C1)(C1=CC=C(C=C1)OC)C1=CC=C(C=C1)OC)=O 3-((benzyloxy)methyl)-1-((2R,3R,4R,5R)-5-((bis(4-methoxyphenyl)(phenyl)methoxy)methyl)-3-fluoro-4-hydroxytetrahydrofuran-2-yl)pyrimidine-2,4(1H,3H)-dione